C(N)(=N)C=1C=C(SC1)[C@@H](C)NC(=O)[C@H]1N(CC2(OCCO2)C1)C(CN1C(C2=CC(=CC=C2C1)C1=CC=CC=C1)=O)=O (S)-N-((R)-1-(4-carbamimidoylthiophen-2-yl)ethyl)-7-(2-(1-oxo-6-phenylisoindolin-2-yl)acetyl)-1,4-dioxa-7-azaspiro[4.4]nonane-8-carboxamide